ClC1=NC(=CC(=C1OC(F)(F)F)F)I 2-chloro-4-fluoro-6-iodo-3-(trifluoromethoxy)pyridine